(3-(benzylthio)-2,5-dichlorophenyl)methanol C(C1=CC=CC=C1)SC=1C(=C(C=C(C1)Cl)CO)Cl